4-(4-((1R,5S)-3,8-diazabicyclo[3.2.1]oct-3-yl)-8-fluoro-2-((2-fluoro-3-(4-(trifluoromethoxy)phenyl)tetrahydro-1H-pyrrolizin-7a(5H)-yl)methoxy)pyrido[4,3-d]pyrimidin-7-yl)naphthalene [C@H]12CN(C[C@H](CC1)N2)C=2C1=C(N=C(N2)OCC23CCCN3C(C(C2)F)C2=CC=C(C=C2)OC(F)(F)F)C(=C(N=C1)C1=CC=CC2=CC=CC=C12)F